(2S,6R)-4-(11-chloro-6-oxo-3-(thiophen-2-yl)-10-(trifluoromethyl)-3,4-dihydro-2H,6H-[1,4]thiazepino[2,3,4-ij]quinazolin-8-yl)-2,6-dimethylpiperazine-1-carboxylic acid tert-butyl ester C(C)(C)(C)OC(=O)N1[C@H](CN(C[C@H]1C)C1=NC(N2C3=C(C(=C(C=C13)C(F)(F)F)Cl)SCC(C2)C=2SC=CC2)=O)C